1-(6-((1r,3r,5r,7r)-adamantan-2-yl)hexyl)-3-((5-(4-chlorophenyl)-1-(2,4-dichlorophenyl)-4-methyl-1H-pyrazol-3-yl)methyl)urea C12C(C3CC(CC(C1)C3)C2)CCCCCCNC(=O)NCC2=NN(C(=C2C)C2=CC=C(C=C2)Cl)C2=C(C=C(C=C2)Cl)Cl